C(C)OC(=O)C1=CC=2C(=C(N=CC2)C2CCN(CC2)C(=O)OC(C)(C)C)N1CC1CC1 7-(1-(Tert-Butoxycarbonyl)piperidin-4-yl)-1-(cyclopropylmethyl)-1H-pyrrolo[2,3-c]pyridine-2-carboxylic acid ethyl ester